tert-butyl {3-[({4-[(3-bromo-1-{[2-(trimethylsilyl)ethoxy]methyl}-1H-pyrrolo[2,3-b]pyridin-4-yl)oxy]-3,5-difluorophenyl}carbamothioyl)amino]propyl}carbamate BrC1=CN(C2=NC=CC(=C21)OC2=C(C=C(C=C2F)NC(=S)NCCCNC(OC(C)(C)C)=O)F)COCC[Si](C)(C)C